tert-butyl (4-ethoxy-1,2,5-oxadiazole-3-carbonyl)(phenyl)carbamate C(C)OC=1C(=NON1)C(=O)N(C(OC(C)(C)C)=O)C1=CC=CC=C1